C(C)OC(C[C@H](NC(=O)NC=1C(N(C2=NC=CC=C2C1O)C)=O)C=1C=C(C=CC1)C1=C(C=C(C=C1)F)F)=O (S)-3-(2',4'-difluorobiphenyl-3-yl)-3-(3-(4-hydroxy-1-methyl-2-oxo-1,2-dihydro-1,8-naphthyridin-3-yl)ureido)propanoic acid ethyl ester